CC1(OCCCO1)CC(=O)OCC Ethyl 2-methyl-1,3-dioxane-2-acetate